4-[6-(cyclohexylmethoxy)-2-pyridinyl]tetrahydropyran-4-carboxylic acid methyl ester COC(=O)C1(CCOCC1)C1=NC(=CC=C1)OCC1CCCCC1